C(C)(C)(C)NS(=O)(=O)C=1C=C(C=CC1C1=CN=C(S1)C12CCC(CC1)(CC2)NC(=O)OC(C)C)NC(OC2=CC=C(C=C2)[N+](=O)[O-])=O (4-nitrophenyl) N-[3-(tert-butylsulfamoyl)-4-[2-[4-(isopropoxycarbonylamino)-1-bicyclo[2.2.2]octanyl]thiazol-5-yl]phenyl]carbamate